bis-(tri-tert-butylphosphino)-palladium (0) C(C)(C)(C)P(C(C)(C)C)(C(C)(C)C)[Pd-2]P(C(C)(C)C)(C(C)(C)C)C(C)(C)C